4-(tert-butoxycarbonylamino)thiazole-5-carboxylic acid C(C)(C)(C)OC(=O)NC=1N=CSC1C(=O)O